antimony indium-tin oxide [Sn]=O.[In].[Sb]